6-methyl-N1-(4-(3-pyridyl)thiazol-2-yl)benzene-1,3-diamine CC1=CC=C(C=C1NC=1SC=C(N1)C=1C=NC=CC1)N